3-chloro-1-(5-(2-fluoro-4-isopropoxyphenyl)-1,2,4-oxadiazol-3-yl)-1H-indole-5-carbaldehyde ClC1=CN(C2=CC=C(C=C12)C=O)C1=NOC(=N1)C1=C(C=C(C=C1)OC(C)C)F